2-[(3-tert-butylphenyl)amino]-4-[(1-oxo-1,2,3,4-tetrahydroisoquinolin-5-yl)amino]pyrimidine-5-carboxamide C(C)(C)(C)C=1C=C(C=CC1)NC1=NC=C(C(=N1)NC1=C2CCNC(C2=CC=C1)=O)C(=O)N